[Br-].[Br-].C(C(C)C)[Zr+2]CC(C)C diisobutyl-zirconium dibromide